methyl-bromopropene CC(=CC)Br